FC1=CC=C(C=C1)[C@@H]1N(OCC1)C1=CC(=NC=N1)NC1=C(C=C(C(=C1)C=1C=NN(C1)C)N1CCC(CC1)N1CCN(CC1)C)OC (R)-6-(3-(4-fluorophenyl)isoxazolidin-2-yl)-N-(2-methoxy-5-(1-methyl-1H-pyrazole-4-yl)-4-(4-(4-methylpiperazin-1-yl)piperidin-1-yl)phenyl)pyrimidin-4-amine